(S)-N-(3-(4-(4-aminobut-1-yn-1-yl)-5-methylthiophen-2-yl)prop-2-yn-1-yl)-2-(4-(4-chlorophenyl)-2,3,9-trimethyl-6H-thieno[3,2-f][1,2,4]triazolo[4,3-a][1,4]diazepin-6-yl)acetamide NCCC#CC=1C=C(SC1C)C#CCNC(C[C@H]1C=2N(C3=C(C(=N1)C1=CC=C(C=C1)Cl)C(=C(S3)C)C)C(=NN2)C)=O